BrC1=CC=C2C(=NN=C(C2=C1)N[C@H](C)C1=CC(=CC(=C1)C(F)(F)F)[N+](=O)[O-])C (R)-7-bromo-4-methyl-N-(1-(3-nitro-5-(trifluoromethyl)phenyl)ethyl)phthalazin-1-amine